3-[methyl]-1,2,4-thiadiazole trifluoroacetate FC(C(=O)O)(F)F.CC1=NSC=N1